N1C=C(C2=CC=CC=C12)NC(=O)NC1=CC2=C(SCC(N2C)=O)C=C1 1-(1H-indol-3-yl)-3-(4-methyl-3-oxo-3,4-dihydro-2H-benzo[b][1,4]thiazin-6-yl)urea